NC1=CC(=NC=N1)C1=CC=C(C=O)C=C1 4-(6-aminopyrimidin-4-yl)benzaldehyde